4-(4-chlorophenoxy)-3-methoxybenzonitrile ClC1=CC=C(OC2=C(C=C(C#N)C=C2)OC)C=C1